(S)-3-((S)-3-(hydroxymethyl)-4-methyl-7-oxo-3,4,7,9-tetrahydro-[1,4]oxazino[2,3-e]isoindol-8(2H)-yl)piperidine-2,6-dione OC[C@@H]1N(C=2C(=C3CN(C(C3=CC2)=O)[C@@H]2C(NC(CC2)=O)=O)OC1)C